N-{[(3R,4S)-4-Methyl-2-[6-methyl-3-(2H-1,2,3-triazol-2-yl)pyridin-2-carbonyl]-2-azabicyclo[3.1.1]heptan-3-yl]methyl}-5-(trifluoromethyl)pyrazin-2-amin C[C@@H]1[C@@H](N(C2CC1C2)C(=O)C2=NC(=CC=C2N2N=CC=N2)C)CNC2=NC=C(N=C2)C(F)(F)F